2-(4-acryloyl-1-(6-fluoro-7-(2-fluoro-6-hydroxyphenyl)-1-(2-(methylsulfonyl)phenyl)-2-oxo-1,2-dihydropyridino[2,3-d]pyrimidin-4-yl)piperazin-2-yl)acetonitrile C(C=C)(=O)N1CC(N(CC1)C=1C2=C(N(C(N1)=O)C1=C(C=CC=C1)S(=O)(=O)C)N=C(C(=C2)F)C2=C(C=CC=C2O)F)CC#N